The molecule is a disaccharide that is D-glucopyranose in which the hydroxy group at position 2 has been converted into the corresponding alpha-L-fucopyranoside. It is a glycoside, an alpha-L-fucoside and a glycosylglucose. It derives from a D-glucopyranose. C[C@H]1[C@H]([C@H]([C@@H]([C@@H](O1)O[C@@H]2[C@H]([C@@H]([C@H](OC2O)CO)O)O)O)O)O